C(C)O[C@@H](CCl)Cl |r| (±)-1,2-dichloroethyl ethyl ether